C(C)(C)(C)N1N=C(C=C1C)NC1=C(C(=CC(=N1)C[C@@]1(C[C@H](N(CC1)CC1=C(C(=CC=C1)Cl)F)C)C(=O)OC(C)(C)C)C#N)F tert-butyl (2R,4R)-4-((6-((1-(tert-butyl)-5-methyl-1H-pyrazol-3-yl) amino)-4-cyano-5-fluoropyridin-2-yl) methyl)-1-(3-chloro-2-fluorobenzyl)-2-methylpiperidine-4-carboxylate